2-(4-(tert-butyl)phenyl)-3-methyl-quinolin-7-amine C(C)(C)(C)C1=CC=C(C=C1)C1=NC2=CC(=CC=C2C=C1C)N